N'-((2-amino-5-bromonicotinyl)oxy)benzamidine NC1=C(CON=C(C2=CC=CC=C2)N)C=C(C=N1)Br